4-(5-(2,6-dimethylphenoxy)-1-(2-hydroxyethyl)-2-oxo-1,2-dihydropyridin-4-yl)-6-methyl-1,6-dihydro-7H-pyrrolo[2,3-c]pyridin-7-one CC1=C(OC=2C(=CC(N(C2)CCO)=O)C=2C3=C(C(N(C2)C)=O)NC=C3)C(=CC=C1)C